N1C=CC2=CC=C(C=C12)S(=O)(=O)N1[C@H]2CN(C[C@@H]1CCC2)C2=CC=C(C=C2)O 4-((1R,5S)-9-((1H-indol-6-yl)sulfonyl)-3,9-diazabicyclo[3.3.1]nonan-3-yl)phenol